CC1(CCC(C2=CC3=C(OC4=C3C=C(C(=C4)NC4=CC=3C(CCC(C3C=C4)(C)C)(C)C)B4OC(C(O4)(C)C)(C)C)C=C12)(C)C)C 7,7,10,10-tetramethyl-2-(4,4,5,5-tetramethyl-1,3,2-dioxaborolan-2-yl)-N-(5,5,8,8-tetramethyl-5,6,7,8-tetrahydronaphthalen-2-yl)-7,8,9,10-tetrahydronaphtho[2,3-b]benzofuran-3-amine